Sodium (3-((4-cyano-3-fluorophenoxy) methyl)-1-((2,4-dichlorophenyl) sulfonyl) azetidin-3-yl) methyl phosphate P(=O)(OC1(CN(C1)S(=O)(=O)C1=C(C=C(C=C1)Cl)Cl)COC1=CC(=C(C=C1)C#N)F)(OC)[O-].[Na+]